(2-hydroxypropan-2-yl)-5-phenylthiophene OC(C)(C)C=1SC(=CC1)C1=CC=CC=C1